tert-Butyl N-{(4S)-4-[2-chloro-3-(3-chloroanilino)phenyl]-4-methyl-6-oxo-1-(tetrahydropyran-4-yl)-hexahydropyrimidin-2-ylidene}-carbamate ClC1=C(C=CC=C1NC1=CC(=CC=C1)Cl)[C@]1(NC(N(C(C1)=O)C1CCOCC1)=NC(OC(C)(C)C)=O)C